FC=1C=C(C=CC1)\C=C\C1=CC(=CC=C1)F trans-1,2-bis(3-fluorophenyl)ethylene